2-amino-5-(4-chloro-2-fluorophenyl)-4-oxo-4,5-dihydrofuran-3-yl-5-d phenylmethanesulfonate C1(=CC=CC=C1)CS(=O)(=O)OC1=C(OC(C1=O)([2H])C1=C(C=C(C=C1)Cl)F)N